2-Phospho-L-ascorbate trisodium salt [Na+].[Na+].[Na+].P(=O)(O)(O)OC=1C(=O)O[C@@H](C1[O-])[C@@H](O)CO.P(=O)(O)(O)OC=1C(=O)O[C@@H](C1[O-])[C@@H](O)CO.P(=O)(O)(O)OC=1C(=O)O[C@@H](C1[O-])[C@@H](O)CO